N-(trimethylsilyl)allylamine C[Si](NCC=C)(C)C